FC(S(=O)(=O)OC=1C2=C(N=C(N1)SC)CC(OC2)C2=C(C(=CC=C2C(F)(F)F)N(CC2=CC=C(C=C2)OC)CC2=CC=C(C=C2)OC)F)(F)F 7-(3-(bis(4-methoxybenzyl)amino)-2-fluoro-6-(trifluoromethyl)phenyl)-2-(methylthio)-7,8-dihydro-5H-pyrano[4,3-d]pyrimidin-4-yl trifluoromethanesulfonate